CN1N=CC(=C1)C=1N=CC=2N(C1)N=CC2 6-(1-methyl-1H-pyrazol-4-yl)pyrazolo[1,5-a]pyrazin